P(=O)(O)(O)OC[C@H](N)C(=O)O Serine (phosphate)